FC1=CC=C2C(=CNC2=C1F)CCN(C)C 2-(6,7-difluoro-1H-indol-3-yl)-N,N-dimethylethan-1-amine